2'-amino-5-(2-fluorobutoxy)-6'-((pyridin-2-ylmethyl)thio)-[2,4'-bipyridine] NC1=NC(=CC(=C1)C1=NC=C(C=C1)OCC(CC)F)SCC1=NC=CC=C1